methyl 3-(3-tert-butoxy-2-((4-(3,4-dichlorophenyl)-5-isobutylthiazol-2-ylamino)methyl)-3-oxopropyl)benzoate C(C)(C)(C)OC(C(CC=1C=C(C(=O)OC)C=CC1)CNC=1SC(=C(N1)C1=CC(=C(C=C1)Cl)Cl)CC(C)C)=O